NCC1=CC(=C(C(=C1)C)NC(=O)C1=CC2=C(OCCC3=C2SC=C3)C=C1C=1C(=NC(=CC1)C(NC1C(NC(CC1)=O)=O)=O)C(=O)O)C 3-(9-((4-(aminomethyl)-2,6-dimethylphenyl)carbamoyl)-4,5-dihydrobenzo[b]thieno[2,3-d]oxepin-8-yl)-6-((2,6-dioxopiperidin-3-yl)carbamoyl)picolinic acid